C(CCCCCCCCC)C1=CC=C(C=C1)NC(N[C@@H]1CN(CC1)C(=O)OC(C)(C)C)=O Tert-butyl (S)-3-(3-(4-decylphenyl)ureido)pyrrolidine-1-carboxylate